FC(C1=NC=CC(=C1)C=1C=NN2C1N=CC(=C2)CN2CCOCC2)(F)F 4-((3-(2-(Trifluoromethyl)pyridin-4-yl)pyrazolo[1,5-a]pyrimidin-6-yl)methyl)morpholine